BrC1=C(C=C(C=N1)NCCC(=O)O)F 3-[(6-bromo-5-fluoro-3-pyridyl)amino]propanoic acid